2-(bromomethyl)-4-nitrobiphenyl BrCC1=C(C=CC(=C1)[N+](=O)[O-])C1=CC=CC=C1